2,3,4,6-tetra(9H-carbazol-9-yl)-5-(4,6-diphenylpyrimidin-2-yl)benzonitrile C1=CC=CC=2C3=CC=CC=C3N(C12)C1=C(C#N)C(=C(C(=C1N1C2=CC=CC=C2C=2C=CC=CC12)N1C2=CC=CC=C2C=2C=CC=CC12)C1=NC(=CC(=N1)C1=CC=CC=C1)C1=CC=CC=C1)N1C2=CC=CC=C2C=2C=CC=CC12